5-((6-Azaspiro[2.5]octan-6-yl)methyl)-2-(4'-fluoro-2'-(4-methyl-4H-1,2,4-triazol-3-yl)-[1,1'-biphenyl]-3-yl)-7-(trifluoromethyl)benzo[d]oxazole C1CC12CCN(CC2)CC=2C=C(C1=C(N=C(O1)C=1C=C(C=CC1)C1=C(C=C(C=C1)F)C1=NN=CN1C)C2)C(F)(F)F